COCCNC(C1=NC=C(C=C1)N1CCNCC1)=O N-(2-methoxyethyl)-5-(piperazin-1-yl)picolinamide